C(C)(C)OC(C1=C(N=C(C(=C1)F)N1N=C(N(C1=O)CC)COCC1=CC=CC=C1)C=COCC)=O (3-((benzyloxy)methyl)-4-ethyl-5-oxo-4,5-dihydro-1H-1,2,4-triazol-1-yl)-2-(2-ethoxyvinyl)-5-fluoronicotinic acid isopropyl ester